CN(C(OC1=C(C=C2C(=C(C(OC2=C1)=O)CC1=C(C(=CC=C1)NS(NC)(=O)=O)Cl)CCl)F)=O)C 3-(2-chloro-3-((N-methylsulfamoyl)amino)benzyl)-4-(chloromethyl)-6-fluoro-2-oxo-2H-chromen-7-yl dimethylcarbamate